SC(CC(=O)O)C.SC(CC(=O)O)C.SC(CC(=O)O)C.C(O)C(CC)(CO)CO trimethylolpropane tris(3-mercapto-butyrate)